4-[5-(2-aminoethyl)pyrimidin-2-yl]-3-[[5-(7-azabicyclo[2.2.1]heptan-7-yl)-1,3,4-thiadiazol-2-yl]oxy]benzonitrile NCCC=1C=NC(=NC1)C1=C(C=C(C#N)C=C1)OC=1SC(=NN1)N1C2CCC1CC2